C(C=C)(=O)N1CCN(CC1)C1=CC=C(C=C1)C=1C=2N(C=C(C1)C=1C=NN(C1)C1CCN(CC1)C#N)N=CC2C#N 4-(4-(4-Acryloylpiperazin-1-yl)phenyl)-6-(1-(1-cyanopiperidin-4-yl)-1H-pyrazol-4-yl)pyrazolo[1,5-a]pyridine-3-carbonitrile